FC1=CC=C(C=C1)C1=C(N=C(C2=CC3=C(C=C12)C=NN3)N=S(=O)(C)C3=CC=C(C(=O)O)C=C3)C(C)C 4-(N-(5-(4-fluorophenyl)-6-isopropyl-1H-pyrazolo[4,3-g]isoquinolin-8-yl)-S-methylsulfonimidoyl)benzoic acid